3,6-Diphenylcarbazol C1(=CC=CC=C1)C=1C=CC=2NC3=CC=C(C=C3C2C1)C1=CC=CC=C1